[Ca+2].[N-]=C=O.[N-]=C=O isocyanate calcium